5-(2-ethoxy-3-pyridinyl)-N-[(1-methylpyrazol-4-yl)methyl]-1-propyl-pyrazolo[4,3-b]pyridin-7-amine C(C)OC1=NC=CC=C1C1=CC(=C2C(=N1)C=NN2CCC)NCC=2C=NN(C2)C